COCCOCCOC=1C=C(C(=O)NC2=CC=C(C=C2)C#CC2=CC=CC=C2)C=C(C1OCCOCCOC)OCCOCCOC 3,4,5-tris(2-(2-methoxyethoxy)ethoxy)-N-(4-(phenyl-ethynyl)phenyl)benzamide